C1(CCC1)NC(=O)C=1C=NN2C1N=C(C=C2NC)NC=2C(N(C=CC2)C)=O N-cyclobutyl-5-((1-methyl-2-oxo-1,2-dihydropyridin-3-yl)amino)-7-(methylamino)pyrazolo[1,5-a]pyrimidine-3-carboxamide